2-methoxy-4-(piperazine-1-yl)nitrobenzene COC1=C(C=CC(=C1)N1CCNCC1)[N+](=O)[O-]